alaninyl-alaninate N[C@@H](C)C(=O)N[C@@H](C)C(=O)[O-]